8-cycloheptyl-2-hydroxy-7(8H)-pteridinone C1(CCCCCC1)N1C(C=NC=2C=NC(=NC12)O)=O